4-amino-N-((3s,4s)-4-methoxytetrahydro-2H-pyran-3-yl)-N-((5-(trifluoromethyl)-2-pyridinyl)methyl)-1,3-dihydrofuro[3,4-c]quinoline-8-carboxamide NC1=NC=2C=CC(=CC2C2=C1COC2)C(=O)N(CC2=NC=C(C=C2)C(F)(F)F)[C@H]2COCC[C@@H]2OC